FC(C(CC=C)(O)C1=CC=C(C=C1)OC)(F)F 1,1,1-trifluoro-2-(4-methoxyphenyl)-4-penten-2-ol